Cl.NCCCCCCNC(OC(C)(C)C)=O tert-butyl (6-aminohexyl)carbamate hydrochloric acid salt